monomyristoyl glyceryl ether C(C(O)CO)OC(CCCCCCCCCCCCC)=O